1-(2-fluorophenyl)-5-iodo-1H-pyrazole FC1=C(C=CC=C1)N1N=CC=C1I